(Z)-tert-butyl((27-((4-methoxybenzyl)-oxy)heptacos-20-en-10-yl)oxy)dimethylsilane C(C)(C)(C)[Si](C)(C)OC(CCCCCCCCC)CCCCCCCCC\C=C/CCCCCCOCC1=CC=C(C=C1)OC